C(C)(C)(C)OC(=O)N1[C@H]2C[C@H]2C[C@H]1[C@@H]([C@H](C(=O)O)C)OC (2R,3R)-3-((1S,3S,5S)-2-(tert-Butoxycarbonyl)-2-azabicyclo[3.1.0]hex-3-yl)-3-methoxy-2-methylpropionic acid